COC1=CC=CC(=N1)C1=CC=C(CN2C3=C(C=C2)SC=C3C(=O)NC3CC2(CC(C2)C(=O)O)C3)C=C1 6-(4-(4-(6-methoxypyridin-2-yl)benzyl)-4H-thieno[3,2-b]pyrrole-3-carboxamido)spiro[3.3]heptane-2-carboxylic acid